di(heptylphenyl)urea C(CCCCCC)C1=C(C=CC=C1)NC(NC1=C(C=CC=C1)CCCCCCC)=O